CS(=O)C=1N=C(C2=C(N1)CN(CC2)C2=C1C=NN(C1=CC=C2C)COCC[Si](C)(C)C)N2CCN(CC2)C(=O)OCC2=CC=CC=C2 benzyl 4-[2-methylsulfinyl-7-[5-methyl-1-(2-trimethylsilylethoxymethyl)indazol-4-yl]-6,8-dihydro-5H-pyrido[3,4-d]pyrimidin-4-yl]piperazine-1-carboxylate